tert-Butyl 3-(4-(1,1-difluoro-2-hydroxy-2-methylpropoxy)-7-(thiazol-4-yl)benzo[d]oxazol-2-yl)-3,6-diazabicyclo[3.1.1]heptane-6-carboxylate FC(C(C)(C)O)(OC1=CC=C(C2=C1N=C(O2)N2CC1N(C(C2)C1)C(=O)OC(C)(C)C)C=1N=CSC1)F